C(C)(C)(C)OC(=O)N1N=C(C=C1)OC(COS(=O)(=O)C)(C)CO[Si](C)(C)C(C)(C)C 3-[1-[[tert-butyl-(dimethyl)silyl]oxymethyl]-1-methyl-2-methylsulfonyloxy-ethoxy]pyrazole-1-carboxylic acid tert-butyl ester